4-bromo-6-methylcoumarin BrC1=CC(OC2=CC=C(C=C12)C)=O